N-[(4-chlorophenyl)methyl]({4-[(methylsulfonyl)methyl]phenyl}amino)carboxamide ClC1=CC=C(C=C1)CNC(=O)NC1=CC=C(C=C1)CS(=O)(=O)C